2-(nitrosooxy)-propan N(=O)OC(C)C